C(C1=CC=CC=C1)OC(=O)N(CCCNC1=C(C=CC=C1C#N)C1=CC=CC(=N1)N([C@H]1C[C@H](N(C1)C(=O)OC(C)(C)C)C(=O)OC)C(=O)OC(C)(C)C)C O1-tert-butyl O2-methyl (2S,4S)-4-[[6-[2-[3-[benzyloxycarbonyl(methyl)amino]propylamino]-3-cyano-phenyl]-2-pyridyl]-tert-butoxycarbonyl-amino]pyrrolidine-1,2-dicarboxylate